OCC1=C(C=CC=C1)NC(=O)NC1=CC(=CC=C1)Br 1-(2-(hydroxymethyl)phenyl)-3-(3-bromophenyl)urea